(2S,3S,5R)-5-(2-benzylamino-6-oxo-1,6-dihydro-9H-purin-9-yl)-3-((tert-butyldimethylsilyl)oxy)tetrahydrofuran-2-carboxylic acid C(C1=CC=CC=C1)NC=1NC(C=2N=CN(C2N1)[C@H]1C[C@@H]([C@H](O1)C(=O)O)O[Si](C)(C)C(C)(C)C)=O